N-(5-((4,4-difluorocyclohexyl)oxy)-1,3,4-thiadiazol-2-yl)-4-iodo-2-(6-azaspiro[2.5]oct-6-yl)benzamide FC1(CCC(CC1)OC1=NN=C(S1)NC(C1=C(C=C(C=C1)I)N1CCC2(CC2)CC1)=O)F